N[C@@]1(CN(CCC1)C([C@@H](CC(=O)OC)[C@H]1CCC2=CC=CC=C12)=O)CC1=CC=C(C=C1)Cl methyl (S)-4-((R)-3-amino-3-(4-chlorobenzyl)piperidin-1-yl)-3-((R)-2,3-dihydro-1H-inden-1-yl)-4-oxobutanoate